4-amino-8-(2-cyanopyridin-3-yl)-7-fluoro-N-propylisoquinoline-3-carboxamide NC1=C(N=CC2=C(C(=CC=C12)F)C=1C(=NC=CC1)C#N)C(=O)NCCC